C(C)OC=1N=CC(=NC1)[C@H]1[C@@](C1)(C(=O)NS(=O)(=O)C=1C=2C=CC(=NC2C=CC1)C)C1=C(C=CC(=C1)C)OC (1R,2R)-2-(5-ethoxypyrazin-2-yl)-1-(2-methoxy-5-methylphenyl)-N-(2-methylquinoline-5-sulfonyl)cyclopropane-1-carboxamide